ClC1=CC(=C(COC2=CC=CC(=N2)C2CCN(CC2)CC2=NC3=C(N2CC2=NN=CN2C)C=C(C=C3)C(=O)O)C=C1)F 2-[(4-{6-[(4-chloro-2-fluorobenzyl)oxy]pyridin-2-yl}piperidin-1-yl)methyl]-1-[(4-methyl-4H-1,2,4-triazol-3-yl)methyl]-1H-benzimidazole-6-carboxylic acid